ClC1=CC(=C(N)C=C1)N1CCCC1 4-chloro-2-(pyrrolidine-1-yl)aniline